Hydrazine trifluoroacetate FC(C(=O)O)(F)F.NN